sodium 5-((4'-(3,3-difluorocyclobutyl)-[1,1-biphenyl]-4-yl) oxy)-1H-1,2,3-triazole-4-carboxylate FC1(CC(C1)C1=CC=C(C=C1)C1=CC=C(C=C1)OC1=C(N=NN1)C(=O)[O-])F.[Na+]